p-fluoroiodobenzene-2-d FC1=CC(=C(C=C1)I)[2H]